C1(CC1)C1=CC(=C(OC=2C(=C(C=NC2)CC2=C(C(=NC=C2)NS(NC)(=O)=O)F)C)C=C1)F 4-[[5-(4-cyclopropyl-2-fluoro-phenoxy)-4-methyl-3-pyridinyl]methyl]-3-fluoro-N-(methylsulfamoyl)pyridin-2-amine